2-(4-((1H-imidazol-1-yl)methyl)-2-iodophenyl)acetic acid N1(C=NC=C1)CC1=CC(=C(C=C1)CC(=O)O)I